COC=1C=C(C=CC1C)NC(=O)C1CCC(CC1)N1C(NC2=C1C=CC=C2C(=O)N2[C@@H](CCC2)CN2CCCC2)=O N-(3-methoxy-4-methylphenyl)-4-{2-oxo-4-[(2S)-2-[(pyrrolidin-1-yl)methyl]pyrrolidine-1-carbonyl]-2,3-dihydro-1H-1,3-benzodiazol-1-yl}cyclohexane-1-carboxamide